ClC=1C=C(C=NC1)OC1C[C@@H]2[C@@H](CN(C2)CC(=O)C2=CC=C(C=C2)O)C1 2-((3aR,5s,6aS)-5-((5-chloropyridin-3-yl)oxy)hexahydrocyclopenta[c]pyrrol-2(1H)-yl)-1-(4-hydroxyphenyl)ethanone